(2S)-1-((2-Oxo-1-(1-(5-(pentafluoro-λ6-sulfanyl)pyridin-2-yl)piperidin-4-yl)pyrrolidin-3-yl)oxy)propane O=C1N(CCC1OCCC)C1CCN(CC1)C1=NC=C(C=C1)S(F)(F)(F)(F)F